C1(=CC=CC=C1)P(=O)(C1=CC=CC=C1)Cl Diphenyl-phosphoryl chloride